N3-benzoyl-2',3',5'-tri-O-acetoxyuridine-5-malonic acid dimethyl ester COC(C(C(=O)OC)C=1C(N(C(N([C@H]2[C@H](OOC(C)=O)[C@H](OOC(C)=O)[C@@H](COOC(C)=O)O2)C1)=O)C(C1=CC=CC=C1)=O)=O)=O